Methyl (5S,8S,11S,E)-8-isobutyl-5-(naphthalen-1-ylmethyl)-3,6,9-trioxo-11-(((S)-2-oxopyrrolidin-3-yl)methyl)-1-phenyl-2-oxa-4,7,10-triazatetradec-12-en-14-oate C(C(C)C)[C@H](NC([C@@H](NC(OCC1=CC=CC=C1)=O)CC1=CC=CC2=CC=CC=C12)=O)C(N[C@H](\C=C\C(=O)OC)C[C@H]1C(NCC1)=O)=O